tert-butyl 4-(1-((6-ethoxy-2-methyl-2H-benzo[d][1,2,3]triazol-5-yl)carbamoyl)-2,3-dihydro-1H-pyrrolo[2,3-b]pyridin-4-yl)-2,2-dimethylpiperazine-1-carboxylate C(C)OC=1C(=CC=2C(=NN(N2)C)C1)NC(=O)N1CCC=2C1=NC=CC2N2CC(N(CC2)C(=O)OC(C)(C)C)(C)C